Isopropenylboronic acid MIDA ester B1(OC(=O)CN(CC(=O)O1)C)C(=C)C